1-(1Z-hexadecenyl)-2-docosanoyl-glycero-3-phosphocholine CCCCCCCCCCCCCCCCCCCCCC(=O)O[C@H](CO/C=C\CCCCCCCCCCCCCC)COP(=O)([O-])OCC[N+](C)(C)C